2-cyclopropyl-7-(dimethylamino)-4-(3-(pyridin-3-ylmethoxy)phenyl)thiazolo[4,5-d]pyrimidin-5-one C1(CC1)C=1SC2=C(N(C(N=C2N(C)C)=O)C2=CC(=CC=C2)OCC=2C=NC=CC2)N1